(1S,6R)-2,2-difluoro-6-(((R)-1-phenylethyl)amino)cyclohexane-1-ol FC1([C@H]([C@@H](CCC1)N[C@H](C)C1=CC=CC=C1)O)F